(S)-α-cyano-3-phenoxybenzyl (1R-cis)-3-{(1RS)-(1,2,2,2-tetrabromoethyl)}-2,2-dimethylcyclopropanecarboxylate Br[C@@H](C(Br)(Br)Br)[C@@H]1C([C@@H]1C(=O)O[C@@H](C1=CC(=CC=C1)OC1=CC=CC=C1)C#N)(C)C |&1:1|